COC=1C=NC2=C(CCNCC2)N1 2-methoxy-6,7,8,9-tetrahydro-5H-pyrazino[2,3-d]azepine